C1(CCCCC1)NC1=CC=C(C=C1)S(=O)(=O)NC1=NC=NC(=C1OC)OC 4-(Cyclohexylamino)-N-(5,6-dimethoxypyrimidin-4-yl)benzenesulfonamide